methyl 5-iodo-2-methoxyphenyl carbonate C(OC)(OC1=C(C=CC(=C1)I)OC)=O